(R)-2-(2-chloro-8-isopropyl-5-oxothieno[3',2':4,5]pyrrolo[1,2-d][1,2,4]triazin-6(5H)-yl)-N-(1-cyclobutylpiperidin-3-yl)acetamide formate C(=O)O.ClC1=CC=2C=C3N(C(=NN(C3=O)CC(=O)N[C@H]3CN(CCC3)C3CCC3)C(C)C)C2S1